4-[2-(5-fluoro-2-{3-[(methylamino)methyl]imidazo[1,2-a]pyridin-6-yl}phenoxy)ethyl]-1,5-dimethyl-1H-pyrazole-3-carboxylic acid FC=1C=CC(=C(OCCC=2C(=NN(C2C)C)C(=O)O)C1)C=1C=CC=2N(C1)C(=CN2)CNC